N[C@H]1[C@H]([C@@H]2CC[C@H]1C2)C(=O)OC methyl (1R,2S,3R,4S)-3-aminobicyclo[2.2.1]heptane-2-carboxylate